2-(4-(prop-1-en-2-yl)pyridin-3-yl)-1H-pyrrole-1-carboxylic acid tert-butyl ester C(C)(C)(C)OC(=O)N1C(=CC=C1)C=1C=NC=CC1C(=C)C